2,3-divinyloxybiphenyl C(=C)OC1=C(C=CC=C1OC=C)C1=CC=CC=C1